9-(4-((1-(3,3-difluoropropyl)pyrrolidin-3-yl)methyl)phenyl)-8-(4-fluoro-2-methylphenyl)-6,7-dihydro-5H-benzo[7]annulene-3-carboxylic acid hydrochloride Cl.FC(CCN1CC(CC1)CC1=CC=C(C=C1)C1=C(CCCC2=C1C=CC(=C2)C(=O)O)C2=C(C=C(C=C2)F)C)F